3-(1'-(naphthalen-1-ylmethyl)-6-oxo-6,8-dihydro-2H,7H-spiro[furo[2,3-e]isoindole-3,4'-piperidin]-7-yl)piperidine-2,6-dione C1(=CC=CC2=CC=CC=C12)CN1CCC2(CC1)COC1=C3CN(C(C3=CC=C12)=O)C1C(NC(CC1)=O)=O